[Cs].C[Si](N[Si](C)(C)C)(C)C hexamethyldisilazane cesium salt